CC1=C(CNC(CCl)=O)C(=CC(=C1Cl)C)O N-(2,4-dimethyl-3-chloro-6-hydroxybenzyl)chloroacetamide